Racemic-3-(3-chloro-4-fluorophenyl)-1-(2-(2-methoxyethoxy)ethyl)-1-(1-(1-oxo-1,2-dihydroisoquinolin-4-yl)ethyl)urea ClC=1C=C(C=CC1F)NC(N([C@H](C)C1=CNC(C2=CC=CC=C12)=O)CCOCCOC)=O |r|